6-Amino-2-fluoro-3-((1R,4R)-4-hydroxy-4'-methoxy-1',2'-dihydrospiro[cyclohexane-1,3'-pyrrolo[2,3-b]pyridin]-5'-yl)-N,N-dimethylbenzamide NC1=CC=C(C(=C1C(=O)N(C)C)F)C=1C(=C2C(=NC1)NCC21CCC(CC1)O)OC